CN(C1=CC=C(C=C1)CN1N=C(C=C1C1=CC(=CC=C1)OCC(C)C)C(=O)OC)C Methyl 1-((4-(dimethylamino)phenyl)methyl)-5-[3-(2-methylpropoxy)phenyl]-1H-pyrazole-3-carboxylate